(1R)-1-[2-[[6-(4-methylpiperazin-1-yl)pyridazin-3-yl]amino]-8-piperidin-1-ylpyridino[3,4-d]pyrimidin-6-yl]ethanol CN1CCN(CC1)C1=CC=C(N=N1)NC=1N=CC2=C(N1)C(=NC(=C2)[C@@H](C)O)N2CCCCC2